C(C)(C)(C)[S@@](=O)\N=C\1/C2=CC(=CC=C2CC12CCN(CC2)C(=O)OC(C)(C)C)F tert-butyl (1Z)-1-[(R)-tert-butylsulfinyl]imino-6-fluoro-spiro[indane-2,4'-piperidine]-1'-carboxylate